FC(C(=O)O)(F)F.FC1=C(C(=O)NCC2CCC(CC2)N2N=C3C=C(C=CC3=C2)N2CCN(CC2)C)C=C(C(=C1F)O)F 2,3,5-Trifluoro-4-hydroxy-N-({(1r,4r)-4-[6-(4-methylpiperazin-1-yl)-2H-indazol-2-yl]cyclohexyl}methyl)benzamide, trifluoroacetate salt